3-isopropyl-2-(2-methylpyridin-4-yl)-5-(1-(methylsulfonyl)piperidin-4-yl)-1H-indole C(C)(C)C1=C(NC2=CC=C(C=C12)C1CCN(CC1)S(=O)(=O)C)C1=CC(=NC=C1)C